5-(5-((R)-1-(3,5-Dichloro-2-methylpyridin-4-yl)ethoxy)-1-(tetrahydro-2H-pyran-2-yl)-1H-indazol-3-yl)-N-((R)-tetrahydrofuran-3-yl)pyridin-2-amine ClC=1C(=NC=C(C1[C@@H](C)OC=1C=C2C(=NN(C2=CC1)C1OCCCC1)C=1C=CC(=NC1)N[C@H]1COCC1)Cl)C